NC=1C2=C(NS(N1)(=O)=O)C=CC=C2OCC(C(=O)NCCC)(C)C 3-((4-amino-2,2-dioxo-1H-benzo[c][1,2,6]thiadiazin-5-yl)oxy)-2,2-dimethyl-N-propylpropionamide